2-methanesulfonyl-N-phenyl-5-[2-(triisopropylsilyl)ethynyl]pyrido[2,3-d]pyrimidin-7-amine CS(=O)(=O)C=1N=CC2=C(N1)N=C(C=C2C#C[Si](C(C)C)(C(C)C)C(C)C)NC2=CC=CC=C2